C(C)(C)(C)OC(=O)C1(CC(C2=CC(=C(C=C2C1)OC)OC)CC(=O)O)C(=O)OC(C)(C)C 2-(3,3-bis(tert-butoxycarbonyl)-6,7-dimethoxy-1,2,3,4-tetrahydronaphthalen-1-yl)acetic acid